S1N=CC=C1C1=CSC=2C1=NC(=CC2)C2=NN(C=C2)C 3-(isothiazol-5-yl)-5-(1-methyl-1H-pyrazol-3-yl)thieno[3,2-b]pyridine